N-(4-(4-amino-7-methyl-5-(5-((6-methylpyridin-2-yl)oxy)pyrazin-2-yl)-7H-pyrrolo[2,3-d]pyrimidin-6-yl)phenyl)methacrylamide NC=1C2=C(N=CN1)N(C(=C2C2=NC=C(N=C2)OC2=NC(=CC=C2)C)C2=CC=C(C=C2)NC(C(=C)C)=O)C